NC(=O)C1=CC=CC2=CN(N=C12)C1C[NH+](CCC1)C1CCCCC1 3-[7-(aminocarbonyl)-2H-indazole-2-yl]-1-cyclohexylpiperidinium